6-Chloro-8-(2,4-dichloro-phenyl)-1-methyl-9H-pyrido[3,4-b]indole ClC=1C=C2C3=C(NC2=C(C1)C1=C(C=C(C=C1)Cl)Cl)C(=NC=C3)C